4-(1-phenyl-ethylamino)-6-(4,4,5,5-tetramethyl-1,3,2-dioxaborolan-2-yl)quinoline-3-carbonitrile C1(=CC=CC=C1)C(C)NC1=C(C=NC2=CC=C(C=C12)B1OC(C(O1)(C)C)(C)C)C#N